COC1=CC=C(C=C1)CN(C1=NC(=NC=2N1N=CC2C=O)N2CCN(CC2)C(=O)OCC2=CC=CC=C2)CC2=CC=C(C=C2)OC benzyl 4-(4-{bis[(4-methoxyphenyl)methyl]amino}-8-formylpyrazolo[1,5-a][1,3,5]triazin-2-yl)piperazine-1-carboxylate